ClC=1C=C2CCN(C(C2=C(C1)Cl)C)C(=O)N1CC(CCC1)C=1C=NC=CC1 (6,8-dichloro-1-methyl-3,4-dihydroisoquinolin-2(1H)-yl)(3-(pyridin-3-yl)piperidin-1-yl)methanone